tris[4-(4-acetylphenyl)sulfonylphenyl]sulfonium tert-butyl-(2-(((6-chloropyrimidin-4-yl)amino)methyl)-6-cyclopropylimidazo[1,2-a]pyridin-8-yl)(methyl)carbamate C(C)(C)(C)OC(N(C)C=1C=2N(C=C(C1)C1CC1)C=C(N2)CNC2=NC=NC(=C2)Cl)=O.C(C)(=O)C2=CC=C(C=C2)S(=O)(=O)C2=CC=C(C=C2)[S+](C2=CC=C(C=C2)S(=O)(=O)C2=CC=C(C=C2)C(C)=O)C2=CC=C(C=C2)S(=O)(=O)C2=CC=C(C=C2)C(C)=O